1-(3-bromo-2-fluorophenyl)-N-methylmethanesulfonamide BrC=1C(=C(C=CC1)CS(=O)(=O)NC)F